2-{6-[(azetidin-3-yl)methyl]-1-methyl-1H-indazol-4-yl}-N-(2,2-difluoroethyl)-5-fluoro-N-(isopropyl)benzamide N1CC(C1)CC1=CC(=C2C=NN(C2=C1)C)C1=C(C(=O)N(C(C)C)CC(F)F)C=C(C=C1)F